O(C1=CC=CC=C1)CCNC(C1=C(N=CC=C1)C1=CC(=C(C(=C1)OC)OC)OC)=O N-(2-phenoxyethyl)-2-(3,4,5-trimethoxyphenyl)nicotinamide